2-Bromo-4-cyclobutylsulfonyl-1-methoxybenzene BrC1=C(C=CC(=C1)S(=O)(=O)C1CCC1)OC